1-(4-(4-amino-3-(4-phenoxyphenyl)-1H-pyrazolo[3,4-d]pyrimidin-1-yl)piperidin-1-yl)-2-(piperazin-1-yl)ethan-1-one hydrochloride Cl.NC1=C2C(=NC=N1)N(N=C2C2=CC=C(C=C2)OC2=CC=CC=C2)C2CCN(CC2)C(CN2CCNCC2)=O